BrC1=C(C(=O)OC)C=C(C=C1)C(F)(F)F methyl 2-bromo-5-(trifluoromethyl)-benzoate